O1C(=CC=C1)C1=CC=C(C=C1)C1=NC2=C(N1CC1=C(OCCCCCC(=O)O)C=CC=C1)C=CC=C2 6-(2-((2-(4-(Furan-2-yl)phenyl)-1H-benzo[d]imidazol-1-yl)methyl)phenoxy)hexanoic acid